NC1=C(C(=O)N)C=CC(=C1F)Br 2-amino-4-bromo-3-fluorobenzamide